1,1-dimethyl-2,2,2-trichloroethyl carbamate C(N)(OC(C(Cl)(Cl)Cl)(C)C)=O